BrC=1C(=CC(=NC1)F)OC 5-Bromo-2-fluoro-4-meth-oxypyridine